CC(C(CCCCCCCCCC)O)(O)C dimethyl-1,2-dodecanediol